(1R,4R)-6'-(benzyloxy)-4-(3-chloroanilino)-2'-{(2R)-3-[(6,7-dihydro-5H-cyclopenta[b]pyridin-4-yl)oxy]-2-methylpropyl}spiro[cyclohexane-1,1'-indene]-4-carboxylic acid C(C1=CC=CC=C1)OC1=CC=C2C=C(C3(C2=C1)CCC(CC3)(C(=O)O)NC3=CC(=CC=C3)Cl)C[C@H](COC3=C1C(=NC=C3)CCC1)C